hydroxyphenyl-salicylamine ON(CC=1C(O)=CC=CC1)C1=CC=CC=C1